1-(4-bromophenyl)pyrazole-4-carbaldehyde BrC1=CC=C(C=C1)N1N=CC(=C1)C=O